Br\C(=C/C=O)\C1=CC=C(C=C1)C(C)(C)C (Z)-3-bromo-3-(p-tert-butylphenyl)acrolein